4-(4-Isopropylpiperazin-1-yl)-3-methyl-Aniline C(C)(C)N1CCN(CC1)C1=C(C=C(N)C=C1)C